(CIS)-N-ethyl-2-oxo-6-({[(CIS)-4-phenylcyclohexyl]oxy}methyl)-3-oxa-1,7-diazaspiro[4.4]nonane-7-carboxamide C(C)NC(=O)N1C(C2(COC(N2)=O)CC1)CO[C@@H]1CC[C@@H](CC1)C1=CC=CC=C1